tert-Butyl 6-(8-methyl-3-quinolyl)spiro[chromane-2,4'-piperidine]-1'-carboxylate CC=1C=CC=C2C=C(C=NC12)C=1C=C2CCC3(CCN(CC3)C(=O)OC(C)(C)C)OC2=CC1